1,1-dimethyl-2-oxaspiro[4.5]dec-7-en-8-yl trifluoromethanesulfonate FC(S(=O)(=O)OC1=CCC2(CCOC2(C)C)CC1)(F)F